BrC(C(=O)C1=CNC=C1)(C)C 3-(2-bromo-2-methylpropionyl)pyrrole